P(=O)(OOC)OP(=O)[O-] methylhydroxyl diphosphonate